phosphothiophene P(=O)(=O)C=1SC=CC1